(2R,5S)-N-(4-Acetamidophenyl)-3-(4-cyano-3-(trifluoromethyl)phenyl)-2-(trifluoromethyl)oxazolidin-5-carboxamid C(C)(=O)NC1=CC=C(C=C1)NC(=O)[C@@H]1CN([C@H](O1)C(F)(F)F)C1=CC(=C(C=C1)C#N)C(F)(F)F